benzyl methacrylate C(C(=C)C)(=O)OCC1=CC=CC=C1